C(C)(C)(C)C=1C=C(C(=C(C1)N(C1=CC=C(C=N1)C(=O)O)C(C)C)C)C 6-[(5-tert-butyl-2,3-dimethylphenyl)(propan-2-yl)amino]pyridine-3-carboxylic Acid